1-(tert-butoxycarbonyl)-3-fluoro-4-aminopiperidine C(C)(C)(C)OC(=O)N1CC(C(CC1)N)F